C1(CCCCC1)C[C@@H](C(=O)OC)NC(=O)C=1NC2=CC=CC=C2C1 Methyl (S)-3-cyclohexyl-2-(1H-indole-2-carboxamido)propanoate